(E)-3-(4-methoxyphenyl)-1-phenylprop-2-en-1-one COC1=CC=C(C=C1)/C=C/C(=O)C1=CC=CC=C1